4-(8-fluoro-7-methylimidazo[1,2-a]pyridin-3-yl)-7-((5-(4-hydroxy-4-((4-methylpiperazin-1-yl)methyl)piperidin-1-yl)pyridin-2-yl)amino)isoindolin-1-one FC=1C=2N(C=CC1C)C(=CN2)C2=C1CNC(C1=C(C=C2)NC2=NC=C(C=C2)N2CCC(CC2)(CN2CCN(CC2)C)O)=O